C12CN(CC(CC1)O2)CCCN 3-(8-oxa-3-azabicyclo[3.2.1]octan-3-yl)propan-1-amine